(S)-8-chloro-6-(((2-chloropyridin-3-yl)(1H-1,2,3-triazol-4-yl)methyl)amino)-4-((5,6-difluoropyridin-3-yl)amino)quinoline-3-carbonitrile ClC=1C=C(C=C2C(=C(C=NC12)C#N)NC=1C=NC(=C(C1)F)F)N[C@H](C=1N=NNC1)C=1C(=NC=CC1)Cl